BrC=1C=C2C[C@H](N(CC2=C(C1OCC1=CC=C(C=C1)C#N)Br)CC1=CC=C(C=C1)C#N)C(=O)NS(=O)(=O)C1=CC(=C(C=C1)Cl)[N+](=O)[O-] (S)-6,8-dibromo-N-((4-chloro-3-nitrophenyl)sulfonyl)-2-(4-cyanobenzyl)-7-((4-cyanobenzyl)oxy)-1,2,3,4-tetrahydroisoquinoline-3-carboxamide